BrC1=CC(=C(C=C1)COC)COC 4-bromo-1,2-bis(methoxymethyl)benzene